(S)-4-(3-aminopiperidin-1-yl)-N-(2-(2-fluoro-6-methoxyphenyl)pyrimidin-4-yl)-6'-(piperazin-1-yl)-[3,3'-bipyridin]-6-amine hydrochloride Cl.N[C@@H]1CN(CCC1)C1=C(C=NC(=C1)NC1=NC(=NC=C1)C1=C(C=CC=C1OC)F)C=1C=NC(=CC1)N1CCNCC1